N=1N=C(N2C1C=CC=C2)SCC(=O)C2=CC=C(S2)CNC(C(C)(C)C)=O N-((5-(2-([1,2,4]triazolo[4,3-a]pyridin-3-ylthio)acetyl)thiophen-2-yl)methyl)pivalamide